8-(2,2'-dimethylpyridinylmethyl)-7-hydroxycoumarin-3-carboxylic acid CC1(NC=CC=C1CC=1C(=CC=C2C=C(C(OC12)=O)C(=O)O)O)C